r-(2-oxopropyl)spiro[indoline-3,4'-piperidine] O=C(CN1CCC2(CC1)CNC1=CC=CC=C12)C